N1N=C(C=C1)C1=NN2C(=NC=3C(=CC=CC3C2=N1)C(F)(F)F)NC=1C(N=CC=CC1)=O (3R)-3-{[2-(1H-pyrazol-3-yl)-7-(trifluoromethyl)[1,2,4]triazolo[1,5-c]quinazolin-5-yl]amino}azepin-2-one